2-benzyl-cyclohexanol C(C1=CC=CC=C1)C1C(CCCC1)O